[O].[S] sulphur oxygen